3-(3-(7-Chloro-2,2-dimethyl-2,3-dihydrobenzo[f][1,4]oxazepin-4(5H)-yl)-2,3-dihydro-1H-inden-5-yl)-3-(1,4-dimethyl-1H-benzo[d][1,2,3]triazol-5-yl)propanoic acid, formic acid salt C(=O)O.ClC=1C=CC2=C(CN(CC(O2)(C)C)C2CCC3=CC=C(C=C23)C(CC(=O)O)C2=C(C3=C(N(N=N3)C)C=C2)C)C1